P(=O)([O-])([O-])[O-].[K+].[Sn+4].[Sn+4].P(=O)([O-])([O-])[O-].P(=O)([O-])([O-])[O-] ditin potassium phosphate